O=C(CCC(=O)O)OC=1C=CC=C2C(=CNC12)CCN1CCCC1 4-oxo-4-((3-(2-(pyrrolidin-1-yl)ethyl)-1H-indol-7-yl)oxy)butyric acid